8-bromo-2-(methanesulfonyl)pyrazolo[1,5-a][1,3,5]triazin-4-amine BrC=1C=NN2C1N=C(N=C2N)S(=O)(=O)C